COC(C1=NC=CC=C1C1OCCOC1)=O 3-(1,4-dioxan-2-yl)picolinic acid methyl ester